5-methyl-4-[8-(morpholin-4-yl)imidazo[1,2-a]pyridin-6-yl]pyridin-2-amine CC=1C(=CC(=NC1)N)C=1C=C(C=2N(C1)C=CN2)N2CCOCC2